ClC1=C(C=CC=C1OC)C(=O)N1[C@H](C=2C(CC1)=C(N(N2)C)C2=CC(=CC(=C2)CS(=O)(=O)C)Cl)C (2-chloro-3-methoxy-phenyl)-[(7S)-3-[3-chloro-5-(methylsulfonylmethyl)phenyl]-2,7-dimethyl-5,7-dihydro-4H-pyrazolo[3,4-c]pyridin-6-yl]methanone